rac-(1r,2r,3s,4r,5s)-5-hydroxy-N-(4-methoxy-3-(trifluoromethyl)phenyl)-3-(1-methyl-3-(trifluoromethyl)-1H-pyrazol-4-yl)-7-oxabicyclo[2.2.1]heptane-2-carboxamide O[C@@H]1[C@H]2[C@@H]([C@H]([C@@H](C1)O2)C(=O)NC2=CC(=C(C=C2)OC)C(F)(F)F)C=2C(=NN(C2)C)C(F)(F)F |r|